3,4-Dihydroxy-butyric acid OC(CC(=O)O)CO